(3-chloro-4-fluorophenyl)(5-fluoro-6-(2,2,2-trifluoroethoxy)pyridin-2-yl)methanamine ClC=1C=C(C=CC1F)C(N)C1=NC(=C(C=C1)F)OCC(F)(F)F